(2S)-3-methyl-2-[methyl-[cis-3-(2-pyrimidin-2-ylethynyl)cyclobutanecarbonyl]amino]butanoic acid tert-butyl ester C(C)(C)(C)OC([C@H](C(C)C)N(C(=O)[C@@H]1C[C@@H](C1)C#CC1=NC=CC=N1)C)=O